ClC1=CC(N(C=C1)C(C)N1N=NC(=C1)C=1C=NC=C(C1)OC)=O 4-chloro-1-[1-[4-(5-methoxy-3-pyridyl)triazol-1-yl]ethyl]pyridin-2-one